N1(CCOCC1)SSN1CCOCC1 Dithiodimorpholin